CN1C(NC2=C1C=CC=C2)=O 1-methyl-1,3-dihydro-2H-benzimidazol-2-one